ETHYL 10-OXODECANOATE O=CCCCCCCCCC(=O)OCC